N1C=NC2=C1C=CC(=C2)CNC2=NC=NC=C2C2=CC=C(C=C2)OC N-(1H-1,3-Benzodiazol-5-ylmethyl)-5-(4-methoxyphenyl)pyrimidin-4-amine